methyl (Z)-2-azido-3-(4-bromothiophen-2-yl)acrylate N(=[N+]=[N-])\C(\C(=O)OC)=C/C=1SC=C(C1)Br